C(\C=C\C1=CC=C(C=C1)O)O[C@@H](C=O)[C@H](O)[C@@H](O)[C@@H](O)C O-(p-coumaryl)rhamnose